[4-(4-{3-[5-(3-Methyl-thietan-3-yl)-2-p-tolyl-2H-pyrazol-3-yl]-ureido}-phenoxy)-pyridin-2-yl]-carbamic acid methyl ester COC(NC1=NC=CC(=C1)OC1=CC=C(C=C1)NC(=O)NC=1N(N=C(C1)C1(CSC1)C)C1=CC=C(C=C1)C)=O